The molecule is a steroid saponin that is 3,16,17-trihydroxycholest-5-en-22-one attached to a beta-D-glucopyranosyl residue at position 3 and a 2-O-acetyl-3-O-(beta-D-xylopyranosyl)-alpha-L-arabinopyranosyl residue at position 16 via a glycosidic linkage. Isolated from Ornithogalum thyrsoides and Galtonia candicans, it exhibits cytotoxic activity. It has a role as a metabolite and an antineoplastic agent. It is a beta-D-glucoside, a 17-hydroxy steroid, an acetate ester, a cholestanoid and a steroid saponin. C[C@@H](C(=O)CCC(C)C)[C@]1([C@H](C[C@@H]2[C@@]1(CC[C@H]3[C@H]2CC=C4[C@@]3(CC[C@@H](C4)O[C@H]5[C@@H]([C@H]([C@@H]([C@H](O5)CO)O)O)O)C)C)O[C@H]6[C@@H]([C@H]([C@H](CO6)O)O[C@H]7[C@@H]([C@H]([C@@H](CO7)O)O)O)OC(=O)C)O